4-benzyl-6-methoxy-N-(2-(trifluoromethyl)phenyl)-3,4-dihydroquinoxaline-1(2H)-carboxamide C(C1=CC=CC=C1)N1CCN(C2=CC=C(C=C12)OC)C(=O)NC1=C(C=CC=C1)C(F)(F)F